[N+](=O)(OCN1C(C2=CC=3C(N(C(C3C=C2C1=O)=O)CCOC)=O)=O)[O-] (6-(2-Methoxyethyl)-1,3,5,7-tetraoxo-3,5,6,7-tetrahydropyrrolo[3,4-f]isoindol-2(1H)-yl)methyl nitrate